4-(4-(6-methyl-1H-indol-3-yl)furan-2-yl)-4-oxobutyric acid CC1=CC=C2C(=CNC2=C1)C=1C=C(OC1)C(CCC(=O)O)=O